(S)-8-(4-(dimethylamino)butanamido)-N-(2-oxo-2-(2-(2-oxo-2-((3,4,5-trimethoxybenzyl)amino)acetyl)pyrrolidin-1-yl)ethyl)quinoline-4-carboxamide CN(CCCC(=O)NC=1C=CC=C2C(=CC=NC12)C(=O)NCC(N1[C@@H](CCC1)C(C(NCC1=CC(=C(C(=C1)OC)OC)OC)=O)=O)=O)C